methyl (R)-3-((tert-butoxycarbonyl)amino)-2-(3-(N-(4-chloro-3-fluorobenzyl)phenylsulfonamido)bicyclo[1.1.1]pentane-1-carboxamido)-3-methylbutanoate C(C)(C)(C)OC(=O)NC([C@H](C(=O)OC)NC(=O)C12CC(C1)(C2)N(S(=O)(=O)C2=CC=CC=C2)CC2=CC(=C(C=C2)Cl)F)(C)C